Methyl (2E)-2-(2-{[6-(2-cyanophenoxy)pyrimidin-4-yl] oxy} phenyl)-3-methoxyprop-2-enoate C(#N)C1=C(OC2=CC(=NC=N2)OC2=C(C=CC=C2)/C(/C(=O)OC)=C\OC)C=CC=C1